CCC(=C)CC\C=C(\C)/CCC=C(C)C (Z)-β-Farnesen